BrC1=CC=C(C=C1)C(CC)NC(OC(C)(C)C)=O tert-butyl (1-(4-bromophenyl)propyl)carbamate